C(C)(C)(C)OC(=O)C1=C(N=NC(=C1)Cl)Cl 3,6-dichloropyridazine-4-carboxylic acid tert-butyl ester